ClC1=CC=C(C=C1)[C@H](CC1=NOC(=N1)CN1C(N(C=C(C1=O)C1CC1)C)=O)O 3-({3-[(2S)-2-(4-chlorophenyl)-2-hydroxyethyl]-1,2,4-oxadiazol-5-yl}methyl)-5-cyclopropyl-1-methylpyrimidine-2,4-dione